CN1CC2(CN(C2)C2=CC=CC(=N2)CN)CC1 (6-(6-methyl-2,6-diazaspiro[3.4]oct-2-yl)pyridin-2-yl)methylamine